2-cyclopropyl-5-[1-(2-fluoro-6-methyl-phenyl)-piperidin-4-yl]-7-(2-trifluoromethyl-benzyl)-2,4,5,7-tetrahydro-pyrazolo[3,4-d]pyrimidin-6-one C1(CC1)N1N=C2N(C(N(CC2=C1)C1CCN(CC1)C1=C(C=CC=C1C)F)=O)CC1=C(C=CC=C1)C(F)(F)F